Thorium nitrat [N+](=O)([O-])[O-].[Th+4].[N+](=O)([O-])[O-].[N+](=O)([O-])[O-].[N+](=O)([O-])[O-]